C(=O)(OC(C)(C)C)NCCCC[C@@H](N)C(=O)OCC1=CC=CC=C1 benzyl N6-Boc-D-lysinate